dicyclohexyl-(2,4-dimethoxyphenyl)phosphine C1(CCCCC1)P(C1=C(C=C(C=C1)OC)OC)C1CCCCC1